N=1C=NN2C1C=C(C=C2)OC2=C(C=C(C=C2)NC2=NC=NC1=C3C(=C(C=C21)OC2CC1CCC(C2)N1C(C=C)=O)OCC3)C 1-(3-((4-((4-([1,2,4]Triazolo[1,5-a]pyridin-7-yloxy)-3-methylphenyl)-amino)-8,9-dihydrofuro[2,3-h]quinazolin-6-yl)oxy)-8-azabicyclo[3.2.1]octan-8-yl)prop-2-en-1-one